1-hexyl-2-phenylacetylene C(CCCCC)C#CC1=CC=CC=C1